1-(5-tert-butyl-isoxazol-3-yl)-3-{4-[7-(2-morpholin-4-yl-ethoxy)-benzoimidazol-1-yl]-phenyl}-urea C(C)(C)(C)C1=CC(=NO1)NC(=O)NC1=CC=C(C=C1)N1C=NC2=C1C(=CC=C2)OCCN2CCOCC2